COC(C(C)(C)[C@H]1O[C@H]([C@@H]([C@@H]1O)O)N1C(N=C(C=C1)NO)=O)=O ((2R,3S,4R,5R)-3,4-dihydroxy-5-(4-(hydroxyamino)-2-oxopyrimidin-1(2H)-yl)tetrahydrofuran-2-yl)isobutyric acid methyl ester